O([C@@H]1[C@H](O)[C@@H](O)[C@H](O)[C@H](O1)CO)[C@@]1(CO[C@@]2(CO)[C@@H](O)[C@H](O)[C@H](O2)CO)[C@@H](O)[C@H](O)[C@H](O1)CO β-D-fructofuranosyl-(2→1)-β-D-fructofuranosyl α-D-glucopyranoside